O[C@H](C)C=1N=NN(C1)C1=CC=C(CN2C3=NC(=NC=C3NC2=O)C2=C(C=CC=C2)C(C)C)C=C1 (R)-9-(4-(4-(1-hydroxyethyl)-1H-1,2,3-triazol-1-yl)benzyl)-2-(2-isopropylphenyl)-7,9-dihydro-8H-purin-8-one